C(C)(C)(C)OC(=O)N[C@H](C(=O)N[C@H](C(=O)O)CC(C)C)CC1=CC=C(C=C1)F (2S)-2-[[(2S)-2-(tert-Butoxycarbonylamino)-3-(4-fluorophenyl)propionyl]amino]-4-methyl-pentanoic acid